N-(1'-(4-methyl-6-(((1s,4s)-4-methyl-2-oxabicyclo[2.1.1]hexan-1-yl)methoxy)pyridin-2-yl)-1',2'-dihydrospiro[cyclopropane-1,3'-pyrrolo[3,2-c]pyridin]-6'-yl)acetamide CC1=CC(=NC(=C1)OCC12OCC(C1)(C2)C)N2CC1(C=3C=NC(=CC32)NC(C)=O)CC1